3-(3-(4-fluorophenyl)-5-(hydroxymethyl)-1H-pyrazol-1-yl)propan-1-ol FC1=CC=C(C=C1)C1=NN(C(=C1)CO)CCCO